tert-butyl 3-[4-[2-(2-amino-3-pyridyl)-6-bromo-benzimidazol-1-yl]phenyl]azetidine-1-carboxylate NC1=NC=CC=C1C1=NC2=C(N1C1=CC=C(C=C1)C1CN(C1)C(=O)OC(C)(C)C)C=C(C=C2)Br